2,2,2-Trifluoroethyl (5-(8-fluoro-4-oxo-3,4-dihydrophthalazin-1-yl)-1H-benzimidazol-2-yl)carbamate FC=1C=CC=C2C(NN=C(C12)C1=CC2=C(NC(=N2)NC(OCC(F)(F)F)=O)C=C1)=O